disec-Butylperoxydicarbonat C(C)(CC)OC(=O)OOC(=O)OC(C)CC